(1-amino-7-chloro-4-iodonaphthalen-2-yl)-[7-fluoro-2-(oxan-2-yl)indazol-4-yl]methanone NC1=C(C=C(C2=CC=C(C=C12)Cl)I)C(=O)C=1C2=CN(N=C2C(=CC1)F)C1OCCCC1